OC1=C(C=CC=C1)C(=O)O hydroxybenzene-carboxylic acid